CC1=NOC(=C1C=1C=C2C(=NC1)N(C=C2C=2C(=CC(=NC2)C(=O)O)OC)C2CCOCC2)C 5-(5-(3,5-dimethylisoxazol-4-yl)-1-(tetrahydro-2H-pyran-4-yl)-1H-pyrrolo[2,3-b]pyridin-3-yl)-4-methoxypicolinic acid